Cl.C12CNCC(CC1)C2N(C=2SC=1N=C(N=CC1N2)C=2C=C(C=1N(C2)C=C(N1)C)F)C N-[(8-anti)-3-Azabicyclo[3.2.1]oct-8-yl]-5-(8-fluoro-2-methylimidazo[1,2-a]pyridin-6-yl)-N-methyl[1,3]thiazolo[5,4-d]pyrimidin-2-amin-Hydrochlorid